C(#N)C1N(CSC1)C(CNC(=O)C1=CC=NC2=CC=C(C=C12)C1(CC1)C1=CC(=NO1)C)=O N-(2-(4-Cyanothiazolidin-3-yl)-2-oxoethyl)-6-(1-(3-methylisoxazol-5-yl)cyclopropyl)quinoline-4-carboxamide